C(C1=CC=CC=C1)OC1=C(C(=O)Cl)C=C(C(=C1)OC)Cl 2-(benzyloxy)-5-chloro-4-methoxybenzoyl chloride